2-Ethoxyethyl (E)-3-(1-(3,5-bis(trifluoromethyl)benzyl)-1H-pyrrolo[2,3-b]pyridin-3-yl)-2-cyanoacrylate FC(C=1C=C(CN2C=C(C=3C2=NC=CC3)/C=C(/C(=O)OCCOCC)\C#N)C=C(C1)C(F)(F)F)(F)F